2-[[8-[4-(methylamino)phenyl]-3-oxo-1H-benzo[e]isoindol-2-yl]methyl]prop-2-enamide CNC1=CC=C(C=C1)C=1C=CC2=C(C=3CN(C(C3C=C2)=O)CC(C(=O)N)=C)C1